1-Amino-3-(1H-benzo[d]imidazol-5-yl)-4-(4-methoxyphenyl)imidazolidin-2-on NN1C(N(C(C1)C1=CC=C(C=C1)OC)C1=CC2=C(NC=N2)C=C1)=O